rac-[(3aR,6E,9aS)-3a,4,5,8,9,9a-hexahydrocycloocta[d][1,3]dioxol-2-yl]methyl (2,5-dioxopyrrolidin-1-yl) carbonate C(OCC1O[C@H]2[C@@H](O1)CC/C=C/CC2)(ON2C(CCC2=O)=O)=O